CC(C)C[C@@H](C(=O)N[C@@H](CC(C)C)C(=O)O)N The molecule is a dipeptide formed from two L-leucine residues. It has a role as a human metabolite and a Mycoplasma genitalium metabolite. It derives from a L-leucine.